(1R,3R)-3-(4-((R)-sec-butyl)phenoxy)-1,7,7-trimethylbicyclo[2.2.1]heptane [C@@H](C)(CC)C1=CC=C(O[C@@H]2C[C@]3(CCC2C3(C)C)C)C=C1